C1(CCCC2=CC=CC=C12)NC=1C2=C(N=CN1)SC=N2 N-Tetralin-1-ylthiazolo[5,4-d]pyrimidin-7-amine